CC(C(=S)N)(C)C 2,2,2-trimethyl-thioacetamide